BrC1=C(C(=CC2=C1C(C(O2)(C(=O)OC)C2=CC=CC=C2)O)F)Cl Methyl 4-bromo-5-chloro-6-fluoro-3-hydroxy-2-phenyl-2,3-dihydrobenzofuran-2-carboxylate